4-(((S)-4-(4-(((R)-5-(cyclohexylmethyl)-4-ethyl-1-methyl-4,5-dihydro-[1,2,4]triazolo[4,3-f]pteridin-7-yl)amino)-3-methoxybenzoyl)morpholin-2-yl)methyl)piperazine C1(CCCCC1)CN1[C@@H](C=2N(C=3C=NC(=NC13)NC1=C(C=C(C(=O)N3C[C@@H](OCC3)CN3CCNCC3)C=C1)OC)C(=NN2)C)CC